C(C)(C)(C)OC(=O)C=1C=NN(C1)C1=NC(=CC(=N1)C#N)OC 1-(4-cyano-6-methoxypyrimidin-2-yl)-1H-pyrazole-4-carboxylic acid tert-butyl ester